thieno[2,3-b]pyridine-5-carboxamide S1C=CC=2C1=NC=C(C2)C(=O)N